(cis-4-morpholinocyclobutyl)carbamic acid tert-butyl ester C(C)(C)(C)OC(N[C@@H]1CC[C@@H]1N1CCOCC1)=O